C1(CC1)C=1N=CC=2N(C1C(C=1N=NN(C1)C1=CC=C(OCC(C)(O)C)C=C1)O)C=NC2 (4-{4-[(6-Cyclopropyl-imidazo[1,5-a]pyrazin-5-yl)-hydroxy-methyl]-[1,2,3]triazol-1-yl}-phenoxy)-2-methyl-propan-2-ol